C(C)(C)(C)OC(=O)N1N=C(C(=C1)C1=NC=CC=C1C=1CCN(CC1)C(=O)OC(C)(C)C)C1CC1 tert-butyl 2-(1-(tert-Butoxycarbonyl)-3-cyclopropyl-1H-pyrazol-4-yl)-3',6'-dihydro-[3,4'-bipyridine]-1'(2'H)-carboxylate